C(C)(C)(C)NS(=O)(=O)C1=C(C=CC=C1)C1=CN=C(S1)[C@@H]1CC[C@H](CC1)NC(OC(C)C)=O isopropyl (trans-4-(5-(2-(N-(tert-butyl)sulfamoyl)phenyl)thiazol-2-yl)cyclohexyl)carbamate